2-(6-(2,6-dimethylphenyl)-5-methoxypyridin-2-yl)-5-methyl-4-((3-(methylcarbamoyl)phenyl)carbamoyl)-1H-imidazole 3-oxide CC1=C(C(=CC=C1)C)C1=C(C=CC(=N1)C=1NC(=C([N+]1[O-])C(NC1=CC(=CC=C1)C(NC)=O)=O)C)OC